3-(3-aminobenzyl)-7-(pyrimidin-2-yloxy)-3,4-dihydro-2H-benzo[e][1,3]oxazin-2-one NC=1C=C(CN2C(OC3=C(C2)C=CC(=C3)OC3=NC=CC=N3)=O)C=CC1